5-methyl-1-(4-((4'-(((3ar,6as)-tetrahydro-1H-furo[3,4-c]pyrrol-5(3H)-yl)methyl)-[1,1'-biphenyl]-4-yl)methyl)phenyl)-1H-1,2,4-triazole-3-carboxamide CC1=NC(=NN1C1=CC=C(C=C1)CC1=CC=C(C=C1)C1=CC=C(C=C1)CN1C[C@@H]2[C@H](C1)COC2)C(=O)N